CC1=C2C[C@@H](CC[C@]2(CCC1)C)C(C)(C)O The molecule is a eudesmane sesquiterpenoid in which the eudesmane skeleton carries a hydroxy substituent at C-11 and has a double bond between C-4 and C-5. It has a role as a volatile oil component.